[Pr+3].[N+](=O)([O-])[O-].[N+](=O)([O-])[O-].[N+](=O)([O-])[O-] nitrate praseodymium